NC1=C(C=O)C(=CC(=C1)Br)OC 2-amino-4-bromo-6-methoxybenzaldehyde